C(CC)NCC propyl-(ethyl)amine